ethyl 2-(3-chloro-pyridin-2-yl)-5-oxo-pyrazolidine-3-carboxylate ClC=1C(=NC=CC1)N1NC(CC1C(=O)OCC)=O